(4-chloropyridin-2-yl)methyl (6-((2R,4S)-4-((tert-butyldimethylsilyl)oxy)-2-(6-cyclopropylimidazo[1,2-a]pyridin-2-yl)pyrrolidin-1-yl)pyrimidin-4-yl)carbamate [Si](C)(C)(C(C)(C)C)O[C@H]1C[C@@H](N(C1)C1=CC(=NC=N1)NC(OCC1=NC=CC(=C1)Cl)=O)C=1N=C2N(C=C(C=C2)C2CC2)C1